C(CCC)(=O)OC=1C(=NC=CC1OC)C(N[C@@H](C)C1=NOC(=N1)C1C(C1C1=CC=C(C=C1)Cl)C1=CC=C(C=C1)Cl)=O 2-(((1S)-1-(5-(2,3-bis(4-chlorophenyl)cyclopropyl)-1,2,4-oxadiazol-3-yl)ethyl)carbamoyl)-4-methoxypyridin-3-yl butyrate